rac-tert-butyl 4-(5-ethyl-2-(4-methoxycyclohex-1-en-1-yl)-7-oxo-4,7-dihydro-[1,2,4]triazolo[1,5-a]pyrimidin-6-yl)piperazine-1-carboxylate C(C)C=1NC=2N(C(C1N1CCN(CC1)C(=O)OC(C)(C)C)=O)N=C(N2)C2=CC[C@@H](CC2)OC |r|